C(N(CC(=O)[O-])CC(=O)[O-])CN(CC(=O)[O-])CC(=O)[O-].[Ca+2].[Ca+2] calcium edetate